NC1=C(C=C(C=N1)C=1N=C(N(C1)C12CC(C1)(C2)N2CCOCC2)C(C(C)C)O)OC(F)(F)F 1-(4-(6-amino-5-(tri-fluoromethoxy)pyridin-3-yl)-1-(3-morpholino-bicyclo[1.1.1]pentan-1-yl)-1H-imidazol-2-yl)-2-methylpropan-1-ol